diethyl (5S)-1-acetyl-5-t-butyldimethylsilyloxy-piperidine-2,2-dicarboxylate C(C)(=O)N1C(CC[C@@H](C1)O[Si](C)(C)C(C)(C)C)(C(=O)OCC)C(=O)OCC